FC1=CC=C(C=C1)C1=CC=CC(=N1)C(=O)O 6-(4-fluorophenyl)picolinic acid